C(CCCCCC)(=O)OC=1C=CC2=C(C1)OC(C=1C2N2N(CC1)C(N(C2=O)C2=CC=C(C=C2)C(C)=O)=O)(C)C 2-(4-acetylphenyl)-7,7-dimethyl-1,3-dioxo-2,3,5,12b-tetrahydro-1H,7H-chromeno[4,3-c][1,2,4]triazolo[1,2-a]pyridazin-10-yl heptanoate